(R or S)-9-chloro-7-methyl-2-(1-(1-methyl-1H-pyrazol-4-yl)piperidin-3-yl)-[1,2,4]triazolo[1,5-c]quinazolin-5-amine ClC1=CC=2C=3N(C(=NC2C(=C1)C)N)N=C(N3)[C@H]3CN(CCC3)C=3C=NN(C3)C |o1:16|